OC(=O)[O-] R-hydroxycarboxylate